trans-2-((4-(4-(4-Chlorophenyl)-5-(methoxymethyl)-4H-1,2,4-triazol-3-yl)cyclohexyl)oxy)-5-methylpyridin ClC1=CC=C(C=C1)N1C(=NN=C1COC)[C@@H]1CC[C@H](CC1)OC1=NC=C(C=C1)C